2-({2-methyl-6-[(2-methyl-1,3-thiazol-5-yl)methoxy]indolizin-3-yl}formamido)propanamide CC=1C=C2C=CC(=CN2C1C(=O)NC(C(=O)N)C)OCC1=CN=C(S1)C